Tert-butyl 7-[4-oxo-2-(p-tolylsulfonyloxy)pyrido[1,2-a]pyrimidin-7-yl]-4,7-diazaspiro[2.5]octane-4-carboxylate O=C1C=C(N=C2N1C=C(C=C2)N2CCN(C1(CC1)C2)C(=O)OC(C)(C)C)OS(=O)(=O)C2=CC=C(C=C2)C